C(CCCCCCCCCCCCCCC)(=O)N[C@@H](CS)C(=O)O N-palmitoyl-cysteine